FC1=C(OC2=C3C(=NC=C2)N(C=C3C3=C(C=CC=C3)F)COCC[Si](C)(C)C)C(=CC(=C1)[N+](=O)[O-])F 4-(2,6-difluoro-4-nitrophenoxy)-3-(2-fluorophenyl)-1-{[2-(trimethylsilyl)ethoxy]methyl}-1H-pyrrolo[2,3-b]pyridine